C(#N)C1=CC2=C(C=N1)N=C(N2C2CC(CN(C2)C)NC(OC(C)(C)C)=O)CC(C)C tert-butyl (5-(6-cyano-2-isobutyl-1H-imidazo[4,5-c]pyridin-1-yl)-1-methylpiperidin-3-yl)carbamate